[C@@H]1([C@@H](CCC1)O)O Trans-1,2-cyclopentanediol